C(C)C1=C(C=C(O)C=C1)O 4-ethylresorcinol